FC(OCCCC1=NN=C(O1)[C@H]1CCCCN1)(F)F (3S,6R)-6-{5-[3-(trifluoromethoxy)propyl]-1,3,4-oxadiazol-2-yl}piperidin